3-(4-acetamidophenyl)imidazo[1,2-a]pyrimidine-6-carboxylic acid Lithium hydroxide hydrate O.[OH-].[Li+].C(C)(=O)NC1=CC=C(C=C1)C1=CN=C2N1C=C(C=N2)C(=O)O